[Cl-].N1C(C=CC=C1)=O pyridone chloride